7-(2-amino-7-fluorobenzo[d]thiazol-4-yl)-8-fluoro-4-(piperazin-1-yl)quinazoline-6-carbonitrile NC=1SC2=C(N1)C(=CC=C2F)C2=C(C=C1C(=NC=NC1=C2F)N2CCNCC2)C#N